CN1C[C@@H](CCC1)O (R)-1-methyl-3-hydroxypiperidine